3-(4-(2,5-Diazabicyclo[2.2.2]octan-2-yl)-8-fluoro-2-(((2R,7aS)-2-fluorotetrahydro-1H-pyrrolizin-7a(5H)-yl-2-d)methoxy-d2)pyrido[4,3-d]pyrimidin-7-yl)-5-chloro-4-(trifluoromethyl)phenol C12N(CC(NC1)CC2)C=2C1=C(N=C(N2)OC([2H])([2H])[C@]23CCCN3C[C@](C2)([2H])F)C(=C(N=C1)C=1C=C(C=C(C1C(F)(F)F)Cl)O)F